C(C)OC(/C=C/1\CC(C2=CC=CC=C12)OC)=O Ethyl-(E)-(3-methoxy-1-indanylidene)acetate